BrC=1C=C2CN[C@H](C2=CC1)C(=O)O (R)-5-bromoisoindoline-1-carboxylic acid